(S)-quinuclidin-3-yl (7-(3-(trifluoromethoxy)phenyl)thiochroman-4-yl)carbamate FC(OC=1C=C(C=CC1)C1=CC=C2C(CCSC2=C1)NC(O[C@@H]1CN2CCC1CC2)=O)(F)F